(2,6-Dimethyl-4-nitrophenyl)(4-allyloxyphenyl)methanol CC1=C(C(=CC(=C1)[N+](=O)[O-])C)C(O)C1=CC=C(C=C1)OCC=C